[N+](=O)([O-])C1=CC=C(OC2CCN(CC2)C(=O)C2CCOCC2)C=C1 (4-(4-nitrophenoxy)piperidin-1-yl)(tetrahydro-2H-pyran-4-yl)methanone